1-(bromo(4-chlorophenyl)methyl)-4-fluorobenzene BrC(C1=CC=C(C=C1)F)C1=CC=C(C=C1)Cl